heptaethylene glycol diacrylate C(C=C)(=O)OCCOCCOCCOCCOCCOCCOCCOC(C=C)=O